1-diisobutylamino-3-methylenehept-4,6-diene C(C(C)C)N(CCC(C=CC=C)=C)CC(C)C